methyl 3-chloro-1-(pyridin-4-ylmethyl)-1H-pyrrole-2-carboxylate ClC1=C(N(C=C1)CC1=CC=NC=C1)C(=O)OC